N-((1R)-3-Cyano-3-azabicyclo[3.1.0]hexan-1-yl)-5-(3-(phenylthio)pyridin-4-yl)thiazol-2-carboxamid C(#N)N1C[C@]2(CC2C1)NC(=O)C=1SC(=CN1)C1=C(C=NC=C1)SC1=CC=CC=C1